FC1=CC=C(C=C1)C1=NC=C(C#N)C(=C1)N1N=C(N=N1)C 6-(4-fluorophenyl)-4-(5-methyl-2H-tetrazol-2-yl)nicotinonitrile